beta-D-glucosyl-(1→4)-D-gluconic acid [C@@H]1([C@H](O)[C@@H](O)[C@H](O)[C@H](O1)CO)O[C@@H]([C@@H]([C@H](C(=O)O)O)O)[C@H](O)CO